(R,E)-N-((4,4'-Difluoro-2'-methyl-6'-(pent-4-en-1-yloxy)-5-(trifluoromethyl)-[1,1'-biphenyl]-3-yl)methylene)-2-methylpropane-2-sulfinamide FC1=C(C=C(C=C1C(F)(F)F)C1=C(C=C(C=C1OCCCC=C)F)C)\C=N\[S@](=O)C(C)(C)C